ClC=1C=C(C=C(C1F)Cl)C1(CC(=NO1)N1CC=2C=NC(=CC2C1)C(=O)NCCC=1C(=NOC1C)C)C(F)(F)F 2-(5-(3,5-dichloro-4-fluorophenyl)-5-(trifluoromethyl)-4,5-dihydroisoxazol-3-yl)-N-(2-(3,5-dimethylisoxazol-4-yl)ethyl)-2,3-dihydro-1H-pyrrolo[3,4-c]pyridine-6-carboxamide